C(C)(C)(C)OC(=O)N1CC=2N(CC1)C(=NC2C(NC2CCOCC2)=O)C2=CC=CC1=C(C=CC=C21)[N+](=O)[O-] 3-(5-Nitro-naphthalen-1-yl)-1-((tetrahydro-2H-pyran-4-yl)carbamoyl)-5,6-dihydroimidazo[1,5-a]Pyrazine-7(8H)-carboxylic acid tert-butyl ester